C(C)S(=O)(=O)N(C(C(=C)C)=O)CC1=CC=CC=C1 N-ethylsulfonyl-N-benzyl-methacrylamide